CC1(OCCN(C1)C1=NC2=CC=C(C=C2C=N1)CN1C[C@H](CC1)OC=1C=C2CN(C(C2=CC1)=O)C1C(NC(CC1)=O)=O)C 3-(5-(((S)-1-((2-(2,2-Dimethylmorpholino)quinazolin-6-yl)methyl)pyrrolidin-3-yl)oxy)-1-oxoisoindolin-2-yl)piperidine-2,6-dione